cyclohexyl(3,5-bis(trifluoromethyl)phenyl)thiourea C1(CCCCC1)N(C(=S)N)C1=CC(=CC(=C1)C(F)(F)F)C(F)(F)F